3-(4-acetylphenyl)-1H-imidazo[4,5-b]pyridin-2(3H)-one C(C)(=O)C1=CC=C(C=C1)N1C(NC=2C1=NC=CC2)=O